2E-decen-4-ynoic acid-N-isobutylamide C(C(C)C)NC(\C=C\C#CCCCCC)=O